Di-tert-butyl (3-(1-(2-Fluoro-3-(trifluoromethyl)benzyl)-2-oxo-1,2-dihydropyridin-4-yl)-5-morpholino-1H-pyrrolo[2,3-b]pyridin-1-yl)methyl phosphate P(=O)(OC(C)(C)C)(OC(C)(C)C)OCN1C=C(C=2C1=NC=C(C2)N2CCOCC2)C2=CC(N(C=C2)CC2=C(C(=CC=C2)C(F)(F)F)F)=O